4-(9-methyl-8-(pyridin-4-yl)-2-(1,2,3,4-tetrahydroquinolin-7-yl)-9H-purin-6-yl)morpholine CN1C2=NC(=NC(=C2N=C1C1=CC=NC=C1)N1CCOCC1)C1=CC=C2CCCNC2=C1